(1R,3R)-1-[4-[2-[3-(fluoromethyl)azetidin-1-yl]ethoxy]phenyl]-N,3-dimethyl-1,3,4,9-tetrahydropyrido[3,4-b]indole-2-sulfonamide FCC1CN(C1)CCOC1=CC=C(C=C1)[C@H]1N([C@@H](CC2=C1NC1=CC=CC=C21)C)S(=O)(=O)NC